6-(2-(6-Methylpyridin-2-yl)-4-(((2-(trifluoromethoxy)phenyl)amino)methyl)-1H-imidazol-1-yl)imidazo[1,2-a]pyridine-3-carboxamide CC1=CC=CC(=N1)C=1N(C=C(N1)CNC1=C(C=CC=C1)OC(F)(F)F)C=1C=CC=2N(C1)C(=CN2)C(=O)N